ClC1=C(C2=C(N=C(NC2=O)C)C=N1)C#N 6-chloro-2-methyl-4-oxo-3,4-dihydropyrido[3,4-D]pyrimidine-5-carbonitrile